C(C1=CC=CC=C1)N1CCN(CC1)C1=CC=C(C=N1)C1=NN2C(C=CC(=C2)C=2C=NN(C2)CC2=CC=C(C=C2)OC)=C1C#N (6-(4-benzylpiperazin-1-yl)pyridin-3-yl)-6-(1-(4-methoxybenzyl)-1H-pyrazol-4-yl)pyrazolo[1,5-a]Pyridine-3-carbonitrile